ClC=1C(=C(C=CC1F)N(C(=O)[C@@H]1CNC(N1C(=O)[O-])=O)C)F (s)-5-((3-chloro-2,4-difluorophenyl)(methyl)carbamoyl)-2-oxoimidazolidine-1-carboxylate